C(C)(C)(C)OC(=O)N1CCC(C1)(C)CC(=O)OC 4-(2-methoxy-2-oxoethyl)-4-methylpyrrolidine-1-carboxylic acid tert-butyl ester